bis(2,3-epoxypropyl) trisulfide C(C1CO1)SSSCC1CO1